2-(MORPHOLINE-4-SULFONYL)ANILINE N1(CCOCC1)S(=O)(=O)C1=C(N)C=CC=C1